COC=1C=C(C(=O)OC(C)(C)C)C=C(C1C=O)OC tert-butyl 3,5-dimethoxy-4-formylbenzoate